Natrium (S)-3-(2',5'-Dimethoxybiphenyl-3-yl)-3-(3-(1,5-dimethyl-4-oxido-2-oxo-1,2-dihydropyridin-3-yl)ureido)propanoat COC1=C(C=C(C=C1)OC)C1=CC(=CC=C1)[C@H](CC(=O)[O-])NC(=O)NC=1C(N(C=C(C1[O-])C)C)=O.[Na+].[Na+]